4-(difluoromethoxy)-1-((2-fluoro-3,5-dimethylpyridin-4-yl)methyl)-1H-pyrrole-2-carboxylic acid FC(OC=1C=C(N(C1)CC1=C(C(=NC=C1C)F)C)C(=O)O)F